octanoyl-caprolactam C(CCCCCCC)(=O)C1C(=O)NCCCC1